C(C1=CC=CC=C1)OC(=O)N1C[C@@H]([C@H](CC1)N1C(N(C2=NC(=NC=C2C1)NC1=CC=C(C=C1)N1CCN(CC1)C)C)=O)NC(=O)OC(C)(C)C |o1:12,13| rel-(3S,4S)-3-(tert-butoxycarbonylamino)-4-[1-methyl-7-[4-(4-methylpiperazin-1-yl)anilino]-2-oxo-4H-pyrimido[4,5-d]pyrimidin-3-yl]piperidine-1-carboxylic acid benzyl ester